CCC(C)(C)CCCCCCC=O 8-dimethyldecanal